FC=1C=C2CC(C(C2=CC1)=NO)O 5-fluoro-2-hydroxy-indan-1-one oxime